ClC=1C=C2CCN(CC2=CC1)C(=O)NC1=CNC2=CC=CC=C12 6-chloro-N-(1H-indol-3-yl)-3,4-dihydroisoquinoline-2(1H)-carboxamide